CN(C(=N)N(CCC)C)C 1,1,3-trimethyl-3-propylguanidine